C(C)(C)(C)C1=NN(C(=C1)NC(OC1=CC=CC=C1)=O)C1=CC=CC=C1 phenyl (3-(TERTbutyl) 1-phenyl-1H-pyrazol-5-yl)carbamate